tert-Butyl-[[6-(5-isopropoxypyrimidin-2-yl)-3,3-dimethyl-2-piperidyl]methoxy]-diphenyl-silane C(C)(C)(C)[Si](C1=CC=CC=C1)(C1=CC=CC=C1)OCC1NC(CCC1(C)C)C1=NC=C(C=N1)OC(C)C